methyl 5-bromo-2-(bromomethyl)-3,4-difluorobenzoate BrC=1C(=C(C(=C(C(=O)OC)C1)CBr)F)F